BrC=1C=C2C=CN=C(C2=CC1)N(C1=CC=CC=C1)C 6-bromo-N-methyl-N-phenylisoquinolin-1-amine